2-(2,7-dibromo-9H-fluorene-9-ylidene)malononitrile BrC1=CC=2C(C3=CC(=CC=C3C2C=C1)Br)=C(C#N)C#N